(1S,2R,3S,4R)-4-(2-(5-chloropyridin-3-yl)-6-(((4-methylpyridin-2-yl)methyl)-amino)-9H-purin-9-yl)-2,3-dihydroxyl-N-methylcyclopentaneformamide ClC=1C=C(C=NC1)C1=NC(=C2N=CN(C2=N1)[C@H]1[C@@H]([C@@H]([C@H](C1)C(=O)NC)O)O)NCC1=NC=CC(=C1)C